C(\C=C\C(=O)[O-])(=O)[O-].[K+].[K+] Potassium fumarate